OCC1OCCN(C1)C1=CC(=NC=N1)N1N=CC2=CC=C(C=C12)C1CC12CC2 1-(1-(6-(2-(hydroxymethyl)morpholino)pyrimidin-4-yl)-1H-indazol-6-yl)spiro[2.2]pentane